BrC=1C(=C(C(=O)N(C)OC)C=CC1)C 3-Bromo-N-methoxy-N,2-dimethylbenzamide